[alphaS,5S]-alpha-amino-3-chloro-4,5-dihydro-5-isoxazoleacetic acid N[C@H](C(=O)O)[C@@H]1CC(=NO1)Cl